(2-METHYL-1-OXOISOINDOLIN-6-YL)BORONIC ACID CN1C(C2=CC(=CC=C2C1)B(O)O)=O